C(C)(C)(C)OC(=O)[C@@H]1CC[C@H](CC1)N1CCN(CC1)C1=C(C=C(C=C1)N)F trans-tert-butyl-4-(4-(4-amino-2-fluorophenyl)piperazin-1-yl)cyclohexane-1-carboxylate